C(C(C)(C)C)(=O)OCN1N=NC(=C1)C1=NC=C(C=C1)C=O [4-(5-formylpyridin-2-yl)-1H-1,2,3-triazole-1-yl]methyl pivalate